(R)-1-(4-fluorophenyl)propylamine FC1=CC=C(C=C1)[C@@H](CC)N